tert-butyl 6-((2,2-difluoroethyl)amino)-2-azaspiro[3.3]heptane-2-carboxylate FC(CNC1CC2(CN(C2)C(=O)OC(C)(C)C)C1)F